1,3-dimethyl-5-[3-methylsulfonyl-5-(2,2,2-trifluoroethoxy)phenyl]pyridin-2-one CN1C(C(=CC(=C1)C1=CC(=CC(=C1)OCC(F)(F)F)S(=O)(=O)C)C)=O